4-keto-6-phenyl-3,4-dihydro-2H-1,3-thiazin-2-ylidenefuran-2-carboxamide O=C1NC(SC(=C1)C1=CC=CC=C1)=NC(=O)C=1OC=CC1